C(C)(C)NC(C(C)C)=O N-isopropyl-isobutyramide